[Ca].C(CCCCCCCCCCC)OS(=O)(=O)C1=CC=CC=C1 dodecylbenzenesulfonate calcium salt